The molecule is a glycosyloxyisoflavone that is irigenin substituted by a beta-D-glucopyranosyl residue at position 7 via a glycosidic linkage. It has a role as a plant metabolite. It is a hydroxyisoflavone, a monosaccharide derivative, a member of 4'-methoxyisoflavones and a 7-hydroxyisoflavones 7-O-beta-D-glucoside. It derives from an irigenin. COC1=CC(=CC(=C1OC)O)C2=COC3=CC(=C(C(=C3C2=O)O)OC)O[C@H]4[C@@H]([C@H]([C@@H]([C@H](O4)CO)O)O)O